4-(p-chlorophenoxy)-7-(trifluoromethylsulfonyl)-1H-indazole ClC1=CC=C(OC2=C3C=NNC3=C(C=C2)S(=O)(=O)C(F)(F)F)C=C1